hydroxy-3-(4-thiazol-2-ylanilino)pyrazine-2-carboxamidine OC=1N=C(C(=NC1)C(=N)N)NC1=CC=C(C=C1)C=1SC=CN1